C(C)C(CC)=NCC1=CC(=CC=C1)CN=C(CC)CC N,N'-bis(1-ethylpropylidene)-m-xylylenediamine